1-(tert-butoxycarbonyl)-4-(4-fluoro-3-methoxybenzyl)piperidine-4-carboxylic acid C(C)(C)(C)OC(=O)N1CCC(CC1)(C(=O)O)CC1=CC(=C(C=C1)F)OC